N-(2-ethoxyethyl)-4-(furo[3,2-c]pyridin-4-yl)benzamide C(C)OCCNC(C1=CC=C(C=C1)C1=NC=CC2=C1C=CO2)=O